6-((3-(4-(3-(3-(cyclopropanecarboxamido)-8-(methylamino)pyrido[3,4-c]pyridazin-5-yl)-2-methoxyphenyl)-1H-pyrazol-1-yl)azetidin-1-yl)methyl)-N-(cyclopropylmethyl)-N-methyl-picolinamide C1(CC1)C(=O)NC1=CC2=C(N=N1)C(=NC=C2C=2C(=C(C=CC2)C=2C=NN(C2)C2CN(C2)CC2=CC=CC(=N2)C(=O)N(C)CC2CC2)OC)NC